3-(6-((2-(4-(6-(6-((R)-2-(3-fluorophenyl)pyrrolidin-1-yl)imidazo[1,2-b]pyridazin-3-yl)pyridin-2-yl)piperazin-1-yl)ethyl)amino)-1-oxoisoindolin-2-yl)piperidine-2,6-dione monopotassium [K].FC=1C=C(C=CC1)[C@@H]1N(CCC1)C=1C=CC=2N(N1)C(=CN2)C2=CC=CC(=N2)N2CCN(CC2)CCNC2=CC=C1CN(C(C1=C2)=O)C2C(NC(CC2)=O)=O